ClC1=C2C=C(NC2=CC=C1)C(=O)N[C@H](C(=O)N[C@H](C(=O)OC)C[C@H]1C(NCCC1)=O)CC(C)(C)C methyl (2S)-2-[[(2S)-2-[(4-chloro-1H-indole-2-carbonyl)amino]-4,4-dimethyl-pentanoyl]amino]-3-[(3S)-2-oxo-3-piperidyl]propanoate